3-(4-((difluoro-methyl)sulfonamido)-3-(1-(oxazol-2-yl)ethoxy)phenyl)-5-(pyrazin-2-ylamino)-1H-pyrazole-4-carboxamide FC(S(=O)(=O)NC1=C(C=C(C=C1)C1=NNC(=C1C(=O)N)NC1=NC=CN=C1)OC(C)C=1OC=CN1)F